2,4,6-triiodo-isophthalic acid IC1=C(C(=O)O)C(=CC(=C1C(=O)O)I)I